CC1=C(OC(C(=O)O)(C)C)C(=CC(=C1)CN1C(N(CC1)C1=C(C=CC=C1)C(F)(F)F)=O)C 2-(2,6-Dimethyl-4-((2-oxo-3-(2-(trifluoromethyl)phenyl)imidazolin-1-yl)methyl)phenoxy)-2-methylpropanoic acid